6-ethyl-5,7-dioxo-6,7-dihydro-5H-pyrrolo[3',4':5,6][1,4]di-thiino[2,3-c][1,2]thiazole-3-carbonitrile C(C)N1C(C=2SC=3C(=NSC3C#N)SC2C1=O)=O